OC(C=O)(C)C 2-hydroxy-2-methylpropan-1-one